CC1(OB(OC1(C)C)C=1C=C(C=CC1)CC(=O)N)C 2-(3-(4,4,5,5-tetramethyl-1,3,2-dioxaborolan-2-yl)phenyl)acetamide